3-(3-chloro-4-(2-(pyrrolidin-1-yl)ethoxy)phenyl)-1H-1,2,4-triazole-3,5-diamine ClC=1C=C(C=CC1OCCN1CCCC1)C1(NNC(=N1)N)N